N-(2-(5-bromopyridin-2-yl)-5-methyloctahydrocyclopenta[c]pyrrol-5-yl)-3-fluoro-6-methyl-picolinamide BrC=1C=CC(=NC1)N1CC2C(C1)CC(C2)(C)NC(C2=NC(=CC=C2F)C)=O